C(C1=CC=CC=C1)NC(CNC(C(=O)[C@H]1N(CCC1)C(CNC(=O)C1=CC=NC2=CC=CC=C12)=O)=O)=O (S)-N-(2-(2-(2-((2-(Benzylamino)-2-oxoethyl)amino)-2-oxoacetyl)pyrrolidin-1-yl)-2-oxoethyl)quinoline-4-carboxamide